C(C1=CC=CC=C1)O[C@@H]1C[C@@H](N(C1)C(=O)OC(C)(C)C)CO tert-Butyl (2R,4R)-4-(benzyloxy)-2-(hydroxymethyl)pyrrolidine-1-carboxylate